C(CCCCCCC)[Si](O[Si](C)(C)C)(O[Si](C)(C)C)C octylmethylbis(trimethylsiloxy)silane